(5S,6R)-5-(6-(2-hydroxy-6-methyl-4-(trifluoromethyl)phenyl)-2H-pyrazolo[3,4-b]pyridin-2-yl)-6-methylpiperidin-2-one OC1=C(C(=CC(=C1)C(F)(F)F)C)C=1C=CC=2C(N1)=NN(C2)[C@H]2CCC(N[C@@H]2C)=O